tert-Butyl ((5S,6R)-6-methyl-2-oxo-5-phenyl piperidin-3-yl)carbamate C[C@@H]1[C@@H](CC(C(N1)=O)NC(OC(C)(C)C)=O)C1=CC=CC=C1